NCC=1C=C2C(CN(C2=CC1)C(=O)OC(C)(C)C)(C)C tert-butyl 5-(aminomethyl)-3,3-dimethyl-2H-indole-1-carboxylate